(R)-1-(6-(4-(5,6-dichloro-1H-indazol-4-yl)-3-(2,2-dimethyl-4-((4-(oxetan-3-yl)piperazin-1-yl)methyl)piperidin-1-yl)-5-methyl-1H-pyrazol-1-yl)-2-azaspiro[3.3]heptan-2-yl)prop-2-en-1-one ClC=1C(=C2C=NNC2=CC1Cl)C=1C(=NN(C1C)C1CC2(CN(C2)C(C=C)=O)C1)N1C(C[C@@H](CC1)CN1CCN(CC1)C1COC1)(C)C